ClC1=CC(=C2CC(CC2=C1)NC=1C=CC(=NC1)[C@@H](C(F)(F)F)N(C(=O)C1CCS(CC1)(=O)=O)C)F N-((1S)-1-(5-((6-Chloro-4-fluoro-2,3-dihydro-1H-inden-2-yl)amino)pyridin-2-yl)-2,2,2-trifluoroethyl)-N-methyltetrahydro-2H-thiopyran-4-carboxamide 1,1-dioxide